C(C1=CC=CC=C1)OC=1C=CC(=C(C1)C1=CC=C(C=C1)CN1C(=NC=2C1=NC(=CC2C)C)CC)C2=NN=NN2 3-((5'-(Benzyloxy)-2'-(1H-tetrazol-5-yl)-[1,1'-biphenyl]-4-yl)methyl)-2-ethyl-5,7-dimethyl-3H-imidazo[4,5-b]pyridine